5,5-dimethyl-4-phenylpyrrolidine-2-thione CC1(C(CC(N1)=S)C1=CC=CC=C1)C